5H-indeno[1,2-b]thiopyran S1C2C(=CC=C1)CC1=CC=CC=C12